ClC1=C(C(=O)NCCC2=CC=NC=C2)C=CC(=C1)NC=1C=2N(C=CN1)C(=CN2)C2=C(C(=C(C=C2)CC#N)F)Cl 2-chloro-4-[[3-[2-chloro-4-(cyanomethyl)-3-fluoro-phenyl]imidazo[1,2-a]pyrazin-8-yl]amino]-N-[2-(4-pyridyl)ethyl]benzamide